5-Fluoro-3-(3-{4-[3-(1H-imidazol-1-yl)azetidine-1-carbonyl]phenyl}-1,2-oxazol-5-yl)-6-(2-methoxyethoxy)-1H-indazole FC=1C=C2C(=NNC2=CC1OCCOC)C1=CC(=NO1)C1=CC=C(C=C1)C(=O)N1CC(C1)N1C=NC=C1